1-(3-(3-(1H-pyrazol-4-yl)quinoxaline-6-carbonyl)-5-fluorophenyl)-3-(4-fluorophenyl)urea N1N=CC(=C1)C=1C=NC2=CC=C(C=C2N1)C(=O)C=1C=C(C=C(C1)F)NC(=O)NC1=CC=C(C=C1)F